5-Bromooxindole BrC=1C=C2CC(NC2=CC1)=O